silver naphthoate C1(=CC=CC2=CC=CC=C12)C(=O)[O-].[Ag+]